(2S,4R)-4-(4-[1,2,3]triazol-1-yl-2-trifluoromethyl-benzenesulfonyl)-1-(1-trifluoromethyl-cyclopropanecarbonyl)-pyrrolidine-2-carboxylic acid (1-cyano-cyclopropyl)-amide C(#N)C1(CC1)NC(=O)[C@H]1N(C[C@@H](C1)S(=O)(=O)C1=C(C=C(C=C1)N1N=NC=C1)C(F)(F)F)C(=O)C1(CC1)C(F)(F)F